3,3-difluoro-1-propanesulfonyl chloride FC(CCS(=O)(=O)Cl)F